[1-[4-[methyl(tetra-hydropyran-4-yl)amino]-5-oxido-6,7-dihydro-thieno[3,2-d]pyrimidin-5-ium-2-yl]azetidin-3-yl] 4-(methylcarbamoyl)-benzoate CNC(=O)C1=CC=C(C(=O)OC2CN(C2)C=2N=C(C3=C(N2)CC[S+]3[O-])N(C3CCOCC3)C)C=C1